The molecule is a benzochromene that is 2H-benzo[h]chromene which is substituted by two methyl groups at position 2, a methoxycarbonyl group at position 5, and a hydroxy group at position 6. Found in the Chinese medical plant Rubia cordifola, It has an anti-cancer effect by inhibition of TNF-alpha-induced NF-kappaB activation. It is also a dual inhibitor of acyl-CoA:cholesterol acyltransferase 1 and 2 (ACAT1 and ACAT2), but is more selective for the ACAT2 isozyme. It has a role as a plant metabolite, an acyl-CoA:cholesterol acyltransferase 2 inhibitor, a NF-kappaB inhibitor, an antineoplastic agent, an apoptosis inducer, a neuroprotective agent and an anti-inflammatory agent. It is a benzochromene, a methyl ester and a member of phenols. CC1(C=CC2=C(O1)C3=CC=CC=C3C(=C2C(=O)OC)O)C